NC1=NC=2C=CC(=CC2C2=C1C=NN2C)C(=O)N(C)[C@@H]2COC1=C2C=CC(=C1)C1=C(C(=NC=C1)F)F 4-amino-N-((3S)-6-(2,3-difluoro-4-pyridinyl)-2,3-dihydro-1-benzofuran-3-yl)-N,1-dimethyl-1H-pyrazolo[4,3-c]quinoline-8-carboxamide